tert-butyl (S)-5-(2,2-difluorocyclopropyl)-4-formyl-7-methyl-1H-indole-1-carboxylate FC1([C@@H](C1)C=1C(=C2C=CN(C2=C(C1)C)C(=O)OC(C)(C)C)C=O)F